FC1=C(C(=CC(=C1)C1=NC(=CC=C1)OC(C)C)F)N1CC(CC1)CC(=O)O {1-[2,6-difluoro-4-(6-isopropoxy-pyridin-2-yl)-phenyl]-pyrrolidin-3-yl}-acetic acid